[3-(4-butyl) phenyliminopropyl] acetate C(C)(=O)OCCC=NC1=CC(=CC=C1)CCCC